C(CCCCCC)OC(=O)CCCN(CCCCCCO)CCCC(=O)OCCCCCCC 6-(Bis((heptyloxycarbonyl)propyl)amino)hexan-1-ol